Pentyl-6-((2-(didodecylamino)ethyl)(2-hydroxy ethyl)amino)hexanoate C(CCCC)OC(CCCCCN(CCO)CCN(CCCCCCCCCCCC)CCCCCCCCCCCC)=O